C(=C)OCCN1CN(CN(C1)CCOC=C)CCOC=C 1,3,5-Tris(2-vinyloxyethyl)-1,3,5-triazin